N1(CCC1)C=1C=C(C=CC1F)C1=CC(=C(C=C1)OC)NC1=NC=NC2=CC(=C(C=C12)OC1CCN(CC1)C(C=C)=O)OC 1-(4-((4-((3'-(azetidin-1-yl)-4'-fluoro-4-methoxy-[1,1'-biphenyl]-3-yl)amino)-7-methoxy-quinazolin-6-yl)oxy)piperidin-1-yl)prop-2-en-1-one